ClC1=CC=C(OC2=CC=C3C(=N2)C[C@@H]2C=C(C[C@]3([C@@H]2C=C)N(C)C)C)C=C1 (5R,9R,11R)-2-(4-chlorophenoxy)-N,N,7-trimethyl-11-vinyl-9,10-dihydro-5,9-methanocycloocta[b]pyridin-5(6H)-amine